4-[[4-[5-isobutyl-2-(2H-tetrazol-5-yl)phenyl]piperazin-1-yl]methyl]-2-methyl-thiazole C(C(C)C)C=1C=CC(=C(C1)N1CCN(CC1)CC=1N=C(SC1)C)C=1N=NNN1